2-((6-chloro-5-(2'-hydroxy-[1,1'-biphenyl]-4-yl)-1H-imidazo[4,5-b]pyridin-2-yl)thio)acetic acid ClC=1C=C2C(=NC1C1=CC=C(C=C1)C1=C(C=CC=C1)O)N=C(N2)SCC(=O)O